(propylthio)-3H-(1,2,3)triazol C(CC)SN1N=NC=C1